2-(bromomethyl)propyl 2-methylpropanoate CC(C(=O)OCC(C)CBr)C